C(N)(O[C@H]1[C@@H](C2=C(C=CC=C2CC1)Cl)OCOC)=O (1R,2R)-8-chloro-1-(methoxymethoxy)-1,2,3,4-tetrahydronaphthalen-2-yl carbamate